C(C)(C)(C)OC(=O)NC1=C(COC2=CC=CC(=N2)C2=CC(=C(CC3=NC4=C(N3CCOC)C=C(C=C4)C(=O)OC)C=C2)F)C=CC=C1 methyl 2-(4-(6-((2-((tert-butoxycarbonyl) amino) benzyl) oxy) pyridin-2-yl)-2-fluorobenzyl)-1-(2-methoxyethyl)-1H-benzo[d]imidazole-6-carboxylate